2-bromo-6-((2-(1-isopropyl-1H-pyrazol-5-yl)pyridin-3-yl)methoxy)benzaldehyde BrC1=C(C=O)C(=CC=C1)OCC=1C(=NC=CC1)C1=CC=NN1C(C)C